dispiro[2.1.25.23]Nonane-4-carbaldehyde C1CC12C(C1(CC1)CC2)C=O